(S)-N-(5-chloro-6-(difluoromethoxy)pyridin-3-yl)-2-fluoro-8,8-dimethyl-7,8-dihydro-6H-cyclopenta[e]pyrazolo[1,5-a]pyrimidine-6-carboxamide ClC=1C=C(C=NC1OC(F)F)NC(=O)[C@H]1CC(C2=C1C=NC=1N2N=C(C1)F)(C)C